tert-butyl 4-(4-(3-(3-(butoxycarbonyl)phenyl)furo[3,2-b]pyridin-6-yl)phenyl)piperazine-1-carboxylate C(CCC)OC(=O)C=1C=C(C=CC1)C1=COC=2C1=NC=C(C2)C2=CC=C(C=C2)N2CCN(CC2)C(=O)OC(C)(C)C